NC1=CC=C(C=C1)C[C@@H](C=1N=C(SC1)C=1SC=CC1)NC([C@H](CC1=CC=NC=C1)N(C(OC)=O)C)=O methyl ((S)-1-(((S)-2-(4-aminophenyl)-1-(2-(thiophen-2-yl)thiazol-4-yl)ethyl)amino)-1-oxo-3-(pyridin-4-yl)propan-2-yl)(methyl)carbamate